C(C)N(C(C(C)C)=O)CC1=CC=C(C=C1)C1=NNC(=C1)C(F)(F)F N-ethyl-2-methyl-N-[[4-[5-(trifluoromethyl)-1,2,1-oxadiazol-3-yl]phenyl]methyl]propionamide